FC1=C(C=CC(=C1C(F)(F)F)F)C(C)=O 1-(2,4-difluoro-3-(trifluoromethyl)phenyl)ethan-1-one